(±)-trans-6-chloro-4-(3-hydroxy-4-(3-(trifluoromethyl)phenoxy)piperidin-1-yl)-1-methylpyrido[3,2-d]pyrimidin-2(1H)-one ClC=1C=CC=2N(C(N=C(C2N1)N1C[C@H]([C@@H](CC1)OC1=CC(=CC=C1)C(F)(F)F)O)=O)C |r|